2-trifluoroethyl-L-leucine methyl ester COC([C@@](N)(CC(C)C)CC(F)(F)F)=O